O1C(=O)C=CC2=CC(=CC=C12)C=O COUMARIN-6-CARBOXALDEHYDE